COC=1C=C(C=CC1OCC1=CC=CC=C1)C1NC2=CC=CC=C2C(N1)=O 2-[3-methoxy-4-benzyloxy-phenyl]-2,3-dihydroquinazolin-4(1H)-one